NC1=NC2=CC=C(C=C2C(=N1)N1CCNCC1)C=1C=C(C(=NC1)OC)NS(=O)(=O)C1=C(C=C(C=C1)F)F N-(5-(2-amino-4-(piperazin-1-yl)quinazolin-6-yl)-2-methoxypyridin-3-yl)-2,4-Difluorobenzenesulfonamide